(+-)-3-(3-ethyl-1-cyclopenten-1-yl)-2-methylpropanal C(C)C1C=C(CC1)CC(C=O)C